2-Ethyl-2-(((12-hydroxyoctadecanoyl)oxy)methyl)propane-1,3-diyl-bis(12-hydroxyoctadecanoate) C(C)C(CC(C(=O)[O-])CCCCCCCCCC(CCCCCC)O)(CC(C(=O)[O-])CCCCCCCCCC(CCCCCC)O)COC(CCCCCCCCCCC(CCCCCC)O)=O